C(#N)C=1C=C(C=CC1)C1=CC=C2C(CCOC2=C1)NC(O[C@@H]1CN2CCC1CC2)=O (S)-quinuclidin-3-yl (7-(3-cyanophenyl)chroman-4-yl)carbamate